CN1N=CC2=C1SC(=C2)C=O (1-methyl-1H-thieno[2,3-c]pyrazol-5-yl)methanone